(S)-tert-butyl 3-methyl-6-(2-(2-(pyrrolidin-1-yl)ethyl)benzo[d]thiazol-5-yl)-3,4-dihydropyridine-1(2H)-carboxylate C[C@@H]1CN(C(=CC1)C=1C=CC2=C(N=C(S2)CCN2CCCC2)C1)C(=O)OC(C)(C)C